FC1=CC(=CC2=CN(N=C12)C1CCN(CC1)C(=O)OC(C)(C)C)C=1C=C(C=2N(C1)C=C(N2)C)F tert-butyl 4-(7-fluoro-5-(8-fluoro-2-methylimidazo[1,2-a]pyridin-6-yl)-2H-indazol-2-yl)piperidine-1-carboxylate